C(C)(=O)C1=C(OC(=C(C1C1=CC=C(C(=O)O)C=C1)C#N)N)C 4-(3-Acetyl-6-amino-5-cyano-2-methyl-4H-pyran-4-yl)benzoic Acid